methyl (R)-6-(tert-butyl)-2-oxo-10-((8-oxo-8-propoxyoctyl) oxy)-6,7-dihydro-2H-pyrido[2',1':3,4]pyrazino[1,2-b]indazole-3-carboxylate C(C)(C)(C)[C@H]1N2C(C=3N(N=C4C(=CC=CC34)OCCCCCCCC(OCCC)=O)C1)=CC(C(=C2)C(=O)OC)=O